2-methoxy-5-(4-methylmorpholin-3-yl)benzenesulfonic acid COC1=C(C=C(C=C1)C1N(CCOC1)C)S(=O)(=O)O